FC(COC=1C(=C2C=CNC2=C(C1)C)C(C)N1N=C2C=CC(=CC2=C1O)C#N)F 2-(1-(5-(2,2-difluoroethoxy)-7-methyl-1H-indol-4-yl)ethyl)-3-hydroxy-2H-indazole-5-carbonitrile